1-((S)-7-((1S,2S)-2-(2-chloro-6-fluorophenyl)-4,4-dimethylcyclohexane-1-carbonyl)-6-methyl-2,7-diazaspiro[3.5]nonan-2-yl)prop-2-en-1-one ClC1=C(C(=CC=C1)F)[C@@H]1[C@H](CCC(C1)(C)C)C(=O)N1[C@H](CC2(CN(C2)C(C=C)=O)CC1)C